NC(CNC(COC(C(=O)NC(C(=O)OC(C)C)CCS(=O)(=O)C)CC1=CC=CC=C1)C(CC)C)CS 2-[[2-[[2-[(2-Amino-3-mercaptopropyl)amino]-3-methylpentyl]oxy]-1-oxo-3-phenylpropyl]amino]-4-(methylsulfonyl)-butanoic acid, 1-methylethyl ester